(2-(4,4-difluoropiperidin-1-yl)-6-methylpyrimidin-4-yl)-4-iodo-2-(6-azaspiro[2.5]oct-6-yl)benzamide FC1(CCN(CC1)C1=NC(=CC(=N1)C=1C(=C(C(=O)N)C=CC1I)N1CCC2(CC2)CC1)C)F